N-(2-methoxyphenyl)phthalimide COC1=C(C=CC=C1)N1C(C=2C(C1=O)=CC=CC2)=O